(S)-1-(2-((3-(2-fluoro-4-phenoxyphenyl)-1H-pyrazolo[3,4-d]pyrimidin-1-yl)methyl)-2-methylpyrrolidin-1-yl)prop-2-en-1-one FC1=C(C=CC(=C1)OC1=CC=CC=C1)C1=NN(C2=NC=NC=C21)C[C@]2(N(CCC2)C(C=C)=O)C